BrC1=CC=2C(C3=CC=CC=C3C2C=C1)(C)C 2-Bromo-9,9-dimethyl-9H-fluorene